P=1OOC=CCCC1 3,2-dioxaphosphacyclooctadiene